N-(3-((2-((2-methoxy-4-(4-morpholinopiperidin-1-yl)phenyl)amino)-5,7-dihydrofuro[3,4-d]pyrimidin-4-yl)oxy)phenyl)acrylamide COC1=C(C=CC(=C1)N1CCC(CC1)N1CCOCC1)NC=1N=C(C2=C(N1)COC2)OC=2C=C(C=CC2)NC(C=C)=O